6-(3-Fluorobenzyl)-3-(5-(7-(1-methyl-1H-pyrazol-4-yl)quinolin-5-yl)pyridin-2-yl)-3,6-diazabicyclo[3.1.1]heptane FC=1C=C(CN2C3CN(CC2C3)C3=NC=C(C=C3)C3=C2C=CC=NC2=CC(=C3)C=3C=NN(C3)C)C=CC1